O=C1NC(CCC1N1C(C2=CC=C(C=C2C1=O)N1CCC(CC1)CCC(=O)NC1=CC=C(C(=O)NC2=CC3=C(NC(=N3)CN3[C@H](CCC3)C)C=C2)C=C1)=O)=O 4-(3-(1-(2-(2,6-dioxopiperidin-3-yl)-1,3-dioxoisoindolin-5-yl)piperidin-4-yl)propanamido)-N-(2-(((S)-2-methylpyrrolidin-1-yl)methyl)-1H-benzo[d]imidazol-5-yl)benzamide